CC1=CC=C(C=C1)S(=O)(=O)O[C@H]1CNC(CC1)=O (R)-6-oxopiperidine-3-yl 4-methylbenzenesulfonate